3-Aminopropyl-(triethoxy)silane NCCC[Si](OCC)(OCC)OCC